The molecule is a monounsaturated fatty acid that is nonadecanoic acid with a double bond at position 10. It has a role as a human metabolite. It is a long-chain fatty acid, a monounsaturated fatty acid and a straight-chain fatty acid. It is a conjugate acid of a 10-nonadecenoate. CCCCCCCC/C=C/CCCCCCCCC(=O)O